C(CCCCCCCC)OCOCCCC(CC(CC(CC(CC(CC(C)Cl)C)C)C)C)C 14-chloro-4,6,8,10,12-pentamethylpentadecyl nonyloxymethyl ether